FC1=CC=C(C=C2CC3=CC=CC(=C3C2)O)C=C1 2-(4-fluorobenzylidene)-4-hydroxy-2,3-dihydro-1H-indene